N[C@@H](C(=O)NCC=1N=NN(C1)CCN(CC(=O)OCC)C(=O)OCC1=CC=CC=C1)C1CCCCC1 ethyl (R)-N-(2-(4-((2-amino-2-cyclohexylacetamido)methyl)-1H-1,2,3-triazol-1-yl)ethyl)-N-((benzyloxy)carbonyl)glycinate